5-(methylamino)-6-(3-methylimidazo[4,5-c]pyridin-7-yl)-3-[4-[rel-(1S)-1-(4-methylpiperazin-1-yl)ethyl]anilino]pyrazine-2-carboxamide formate salt C(=O)O.CNC=1N=C(C(=NC1C=1C2=C(C=NC1)N(C=N2)C)C(=O)N)NC2=CC=C(C=C2)[C@H](C)N2CCN(CC2)C |o1:31|